C(#N)C1(CC1)C(=O)NCC=1C(=NC(=NC1)C1=CC(=C(C(=C1)C#C[Si](C)(C)C)C)F)N1CC(CC1)CNC(OC(C)(C)C)=O tert-butyl N-[[1-[5-[[(1-cyanocyclopropanecarbonyl)amino]methyl]-2-[3-fluoro-4-methyl-5-(2-trimethylsilylethynyl)phenyl]pyrimidin-4-yl]pyrrolidin-3-yl]methyl]carbamate